FC(F)(F)S(=O)(=O)OCP(=O)(OC(C)(C)C)OC(C)(C)C [bis(tert-butoxy)phosphoryl]methyl (trifluoromethyl)sulfonate